5-fluoro-2-methyl-1H-pyrrolo[3,2-b]Pyridine FC1=CC=C2C(=N1)C=C(N2)C